tert-butyl 6-((N-(tert-butoxycarbonyl)sulfamoyl)(propyl)amino)-2-azaspiro[3.3]heptane-2-carboxylate C(C)(C)(C)OC(=O)NS(=O)(=O)N(C1CC2(CN(C2)C(=O)OC(C)(C)C)C1)CCC